C(C)(C)(C)OC(NN)=O tert-butylcarbazat